4-((S)-1-azido-1-cyclopropylethyl)-6-chloro-1-(cis-3-(methylsulfonyl)cyclobutoxy)-2,7-naphthyridine N(=[N+]=[N-])[C@@](C)(C1CC1)C1=CN=C(C2=CN=C(C=C12)Cl)O[C@@H]1C[C@@H](C1)S(=O)(=O)C